FC(C=1C(=NC=CC1)OC1=CC2=C(N=C(S2)NC(=O)C2C(C3C=CC2C3)C(=O)O)C=C1)(F)F 3-[[6-[[3-(Trifluoromethyl)-2-pyridinyl]oxy]-1,3-benzothiazol-2-yl]carbamoyl]bicyclo[2.2.1]hept-5-ene-2-carboxylic acid